[N+](=O)([O-])C=1N=CNC1 4-nitro-1H-imidazole